t-butyl 5-(p-toluenesulfonyloxy)-3,4-dihydropyridine-1(2H)-carboxylate CC1=CC=C(C=C1)S(=O)(=O)OC=1CCCN(C1)C(=O)OC(C)(C)C